2-(1,3-dioxolan-2-yl)thiazole-4-carboxylic acid O1C(OCC1)C=1SC=C(N1)C(=O)O